tert-butyl 2-(cyclopropylcarbamoyl)-7,8-dihydro-4H-pyrazolo[1,5-a][1,4]diazepine-5(6H)-carboxylate C1(CC1)NC(=O)C1=NN2C(CN(CCC2)C(=O)OC(C)(C)C)=C1